PerfluorohexadecaneSulfonic Acid FC(C(C(C(C(C(C(C(C(C(C(C(C(C(C(C(F)(F)F)(F)F)(F)F)(F)F)(F)F)(F)F)(F)F)(F)F)(F)F)(F)F)(F)F)(F)F)(F)F)(F)F)(F)F)(S(=O)(=O)O)F